BrC1=CC2=C(N=C(OC2=O)C2=CC(=CC(=C2)OC)OC)C=C1 6-bromo-2-(3,5-dimethoxyphenyl)-4H-benzo[d][1,3]oxazin-4-one